tert-Butyl 4-((1-(tert-butoxycarbonyl)-3-methoxyazetidin-3-yl)ethynyl)-3,6-dihydropyridine-1(2H)-carboxylate C(C)(C)(C)OC(=O)N1CC(C1)(OC)C#CC=1CCN(CC1)C(=O)OC(C)(C)C